N-((S)-1-(((S)-1-amino-3-((R)-5,5-dimethyl-2-oxopyrrolidin-3-yl)-1-oxopropan-2-yl)amino)-4,4-dimethyl-1-oxopentan-2-yl)-6,7-dichloro-1H-indole-2-carboxamide NC([C@H](C[C@H]1C(NC(C1)(C)C)=O)NC([C@H](CC(C)(C)C)NC(=O)C=1NC2=C(C(=CC=C2C1)Cl)Cl)=O)=O